tert-butyl 4-(pyridin-3-ylamino)piperidine-1-carboxylate N1=CC(=CC=C1)NC1CCN(CC1)C(=O)OC(C)(C)C